BrCCCOC1=C(C=C(C(=C1)C)Cl)I 1-(3-bromopropoxy)-4-chloro-2-iodo-5-methylbenzene